(6S)-5-[2'-fluoro-4'-methyl-2-(trifluoromethyl)[1,1'-biphenyl]-4-yl]-6-methyl-3,6-dihydro-2H-1,3,4-oxadiazin-2-one FC1=C(C=CC(=C1)C)C1=C(C=C(C=C1)C1=NNC(O[C@H]1C)=O)C(F)(F)F